2-(4-chloro-2-fluoro-5-(2-oxo-2-phenylethoxy)phenyl)isoindole-1,3-dione ClC1=CC(=C(C=C1OCC(C1=CC=CC=C1)=O)N1C(C2=CC=CC=C2C1=O)=O)F